The molecule is an enal consisting of pent-2-ene having an oxo group at the 1-position It is an enal and a monounsaturated fatty aldehyde. CC/C=C/C=O